FC1=CC=C(C=C1)C(C)C1=C(N=C(C(=N1)C(=O)NCCOC)C)NCCN1CCCC1 6-(1-(4-fluorophenyl)ethyl)-N-(2-methoxyethyl)-3-methyl-5-((2-(pyrrolidin-1-yl)ethyl)amino)pyrazine-2-carboxamide